(4-(2-hydroxytetradecyloxy)-phenyl)phenyliodonium hexafluoroantimonate F[Sb-](F)(F)(F)(F)F.OC(COC1=CC=C(C=C1)[I+]C1=CC=CC=C1)CCCCCCCCCCCC